ClC=1C=C2C(=NC(=NC2=CC1C1=C(C=CC(=N1)N)C(F)(F)F)OC[C@@H]1[C@@H]2C[C@@H]2CN1C)N1CCNCC1 6-(6-chloro-2-(((1R,2S,5S)-3-methyl-3-azabicyclo[3.1.0]hexan-2-yl)methoxy)-4-(piperazin-1-yl)quinazolin-7-yl)-5-(trifluoromethyl)pyridin-2-amine